5-amino-5-chloropyridine NC1(CC=CN=C1)Cl